BrC=1C(=C(C(=O)OC)C=CC1O[Si](C)(C)C(C)(C)C)CBr Methyl 3-bromo-2-(bromomethyl)-4-(tert-butyldimethylsilyloxy)benzoate